N1N=CC(=C1)CCCS(=O)(=N)CC[C@@H](C(=O)OC(C)(C)C)NC(=O)OC(C)(C)C (2S)-tert-butyl 4-(3-(1H-pyrazol-4-yl)propylsulfonimidoyl)-2-((tert-butoxycarbonyl)amino)butanoate